C(C=C)(=O)N1CC(C1)OCCCN1C2=C(N(C([C@H](CC1)NC1=C(C#N)C(=CC(=N1)C)C(F)(F)F)=O)C)C=CC=C2 (S)-2-((6-(3-((1-propenoylazetidin-3-yl)oxy)propyl)-1-methyl-2-oxo-1,2,3,4,5,6-hexahydrobenzo[b][1,4]diazocine-3-yl)amino)-6-methyl-4-(trifluoromethyl)nicotinonitrile